3-((3-butyl-7-(methylsulfanyl)-1,1-dioxo-5-phenyl-2,3,4,5-tetrahydro-1,5-benzothiazepin-8-yl)oxy)propanoic acid C(CCC)C1CS(C2=C(N(C1)C1=CC=CC=C1)C=C(C(=C2)OCCC(=O)O)SC)(=O)=O